C(=C)C1=CC=C(C=C1)C1=CC(=CC(=C1)B1OC(C(O1)(C)C)(C)C)C1=CC=C(C=C1)C=C 2-(4,4''-divinyl-[1,1':3',1''-terphenyl]-5'-yl)-4,4,5,5-tetramethyl-1,3,2-dioxaborolane